1,4-bis(hydroxyethoxy)cyclohexane OCCOC1CCC(CC1)OCCO